ClC1=NC(=CC(=C1)C(C(=O)OC)(CF)C)C1=CC=C(C=C1)F methyl 2-(2-chloro-6-(4-fluorophenyl)pyridin-4-yl)-3-fluoro-2-methylpropanoate